5-methoxy-6-methyl-1H-indole COC=1C=C2C=CNC2=CC1C